(R*)-(5H-benzo[2,3][1,4]dioxepino[5,6-b]pyridin-5-yl)methanamine N1=C2C(=CC=C1)[C@@H](OC1=C(O2)C=CC=C1)CN |o1:6|